CN(C(C(=O)O)=O)CC(=O)OC.COC(C(=O)NCC(=O)OC)=O methyl-2-((2-methoxy-2-oxoethyl) amino)-2-oxoacetate [methyl-2-((2-methoxy-2-oxoethyl) amino)-2-oxoacetate]